B(OCC(CCCC)CC)(OCC(CCCC)CC)OCC(CCCC)CC tri(2-ethylhexyl) borate